C(C(C)C)C1=C(N=C2N1N=CC(=C2C(C)C)C(=O)O)C 3-isobutyl-8-isopropyl-2-methylimidazo[1,2-b]pyridazine-7-carboxylic acid